(6-((6-((2-methoxy-4-(4-(4-methylpiperazin-1-yl)piperidin-1-yl)phenyl)amino)-1H-pyrrolo[2,3-b]pyridin-4-yl)amino)quinoxalin-5-yl)dimethyl-phosphine oxide COC1=C(C=CC(=C1)N1CCC(CC1)N1CCN(CC1)C)NC1=CC(=C2C(=N1)NC=C2)NC=2C(=C1N=CC=NC1=CC2)P(C)(C)=O